3-[4-chloro-6-(2,6-dimethyl-phenyl)-pyridin-2-ylsulfamoyl]-benzoic acid methyl ester COC(C1=CC(=CC=C1)S(NC1=NC(=CC(=C1)Cl)C1=C(C=CC=C1C)C)(=O)=O)=O